N[C@H]1CC[C@H](CC1)C(=O)NC cis-(1s,4s)-4-amino-N-methylcyclohexane-1-carboxamide